(E)-N-ethyl-3-(4-methoxy-phenyl)-N-(tetrahydro-furan-2-ylmethyl)prop-2-enamide C(C)N(C(\C=C\C1=CC=C(C=C1)OC)=O)CC1OCCC1